Sodium stearylacetate C(CCCCCCCCCCCCCCCCC)CC(=O)[O-].[Na+]